The molecule is an omega-hydroxy fatty acid ascaroside obtained by formal condensation of the alcoholic hydroxy group of (2E)-9-hydroxynon-2-enoic acid with ascarylopyranose (the alpha anomer). It is a metabolite of the nematode Caenorhabditis elegans. It has a role as a Caenorhabditis elegans metabolite. It is an alpha,beta-unsaturated monocarboxylic acid and an omega-hydroxy fatty acid ascaroside. It derives from a (2E)-9-hydroxynon-2-enoic acid. It is a conjugate acid of an oscr#3(1-). C[C@H]1[C@@H](C[C@H]([C@@H](O1)OCCCCCC/C=C/C(=O)O)O)O